C[Si](CCOCN1C2=NC=NC(=C2N=C1)N1CCSC(=C1)C(=O)O)(C)C 4-(9-((2-(trimethylsilyl)ethoxy)methyl)-9H-purin-6-yl)-3,4-dihydro-2H-1,4-thiazine-6-carboxylic acid